tert-Butyl (5R,6S)-5-(((5-cyclopropylpyrimidin-2-yl)amino)methyl)-2,2-difluoro-6-methylmorpholine-4-carboxylate C1(CC1)C=1C=NC(=NC1)NC[C@@H]1[C@@H](OC(CN1C(=O)OC(C)(C)C)(F)F)C